[Si](C)(C)(C(C)(C)C)OCC1=NC=CC2=C1C=CN2S(=O)(=O)C2=CC=C(C)C=C2 4-(((tert-butyldimethylsilyl)oxy)methyl)-1-tosyl-1H-pyrrolo[3,2-c]pyridine